5-(((S)-1-(((R)-1-(1-(5-bromopyrimidin-2-yl)piperidin-4-yl)-2-oxopyrrolidin-3-yl)oxy)propan-2-yl)amino)-4-(trifluoromethyl)pyridazin-3(2H)-one BrC=1C=NC(=NC1)N1CCC(CC1)N1C([C@@H](CC1)OC[C@H](C)NC1=C(C(NN=C1)=O)C(F)(F)F)=O